ClC1=C(C=C(C(=C1)N(C)C1=CC=C(C=C1)OC)C)N=CN(C)CC N'-(2-chloro-4-((4-methoxyphenyl)(methyl)amino)-5-methylphenyl)-N-ethyl-N-methylformimidamide